ClC1=CC=2N(C(N(C=3N=CC(=CC3C2C(=C1)OC)F)CC)=O)C1=C(C=C(C=C1F)NCCNC)F 13-chloro-10-(2,6-difluoro-4-{[2-(methylamino)ethyl]amino}phenyl)-8-ethyl-4-fluoro-15-methoxy-6,8,10-triazatricyclo[9.4.0.02,7]pentadeca-1(11),2(7),3,5,12,14-hexaen-9-one